FC=1C(=C(NC1)Cl)C#N 4-fluoro-2-chloro-pyrrole-3-nitrile